2-([1-[2-(Azetidin-1-yl)-4-fluorophenyl]-5-(3-cyclopropoxyphenyl)-1H-pyrazol-3-yl]-methoxy)-2-methylpropanoic acid N1(CCC1)C1=C(C=CC(=C1)F)N1N=C(C=C1C1=CC(=CC=C1)OC1CC1)COC(C(=O)O)(C)C